sodium heptafluoroisopropanol FC(C(C(F)(F)F)(O)F)(F)F.[Na]